3-cyclohexyl-1H-pyrazole-5-carboxylic acid C1(CCCCC1)C1=NNC(=C1)C(=O)O